CN1CCCCCC1 1-methylhexahydroazepin